[1,2,3,4,6-13C5]caproic acid [13C]([13CH2][13CH2][13CH2]C[13CH3])(=O)O